OC=1C=C(C=CC1)C#C (3-hydroxyphenyl)ethyne